COC1CCC(CC1)CN[C@H]1[C@H](CCCC1)OC=1C=C2CN(C(C2=CC1)=O)C1C(NC(CC1)=O)=O 3-(5-(((1S,2R)-2-((((1r,4R)-4-methoxycyclohexyl)methyl)amino)cyclohexyl)oxy)-1-oxoisoindolin-2-yl)piperidine-2,6-dione